2-(2-ethyl-1H-benzoimidazol-1-yl)-4-morpholinylthiophen C(C)C1=NC2=C(N1C=1SC=C(C1)N1CCOCC1)C=CC=C2